3-(5-(3-(4-(((1R,4R)-4-aminocyclohexyl)methyl)-3-oxopiperazin-1-yl)propyl)-3-methyl-2-oxo-2,3-dihydro-1H-benzo[d]imidazol-1-yl)piperidine-2,6-dione NC1CCC(CC1)CN1C(CN(CC1)CCCC1=CC2=C(N(C(N2C)=O)C2C(NC(CC2)=O)=O)C=C1)=O